C12CN(CC(CC1)N2)C=2OC1=C(N2)C(=CC=C1C=1SC=CN1)C(C(F)(F)F)OC 2-(3,8-diazabicyclo[3.2.1]octan-3-yl)-7-(thiazol-2-yl)-4-(2,2,2-trifluoro-1-methoxyethyl)benzo[d]oxazole